4-(2-fluoro-4-(5-methyl-1-phenyl-1H-1,2,3-triazole-4-carboxamido)phenoxy)-N-(2-(thiophen-2-yl)ethyl)pyridinamide FC1=C(OC2=CC(=NC=C2)C(=O)NCCC=2SC=CC2)C=CC(=C1)NC(=O)C=1N=NN(C1C)C1=CC=CC=C1